FC=1C=C(CN2C(=NC3=NC=C(C=C32)N3C=CC=2C3=NC(=CN2)C(C)O)C)C=C(C1)F 1-(5-(1-(3,5-difluorobenzyl)-2-methyl-1H-imidazo[4,5-b]pyridin-6-yl)-5H-pyrrolo[2,3-b]pyrazin-3-yl)ethanol